6,6'-biphenyltetracarboxylic acid C=1(C(=C(C(=CC1C1=CC=CC=C1)C(=O)O)C(=O)O)C(=O)O)C(=O)O